FC=1C=C2CN(CC2=CC1)C(=O)NCC(C1=CSC=C1)NC 5-fluoro-N-(2-(methylamino)-2-(thiophen-3-yl)ethyl)isoindoline-2-carboxamide